biphenyl-4-yl-{3-chloro-4-(naphthalen-2-yl)-biphenyl-4'-yl}-phenyl-amine C1(=CC=C(C=C1)N(C1=CC=CC=C1)C1=CC=C(C=C1)C1=CC(=C(C=C1)C1=CC2=CC=CC=C2C=C1)Cl)C1=CC=CC=C1